4,4'-(6-(4-methoxyphenyl)-1,3,5-triazine-2,4-diyl)bis(benzene-1,3-diol) COC1=CC=C(C=C1)C1=NC(=NC(=N1)C1=C(C=C(C=C1)O)O)C1=C(C=C(C=C1)O)O